(R)-N-(3-(2-(4-(2,3-dichlorophenyl)-3-methylpiperazin-1-yl)ethyl)cyclobutyl)-carbamic acid tert-butyl ester C(C)(C)(C)OC(NC1CC(C1)CCN1C[C@H](N(CC1)C1=C(C(=CC=C1)Cl)Cl)C)=O